tert-butyl-2-(2,6-diethylphenyl)-3-(7-fluoro-1H-indol-4-yl)-6,6-dimethyl-2,6-dihydropyrrolo[3,4-c]pyrazole C(C)(C)(C)C1=NC(C2=NN(C(=C21)C2=C1C=CNC1=C(C=C2)F)C2=C(C=CC=C2CC)CC)(C)C